6-(1-(1-acetylpiperidin-4-yl)-1-hydroxyethyl)-3-(4-chlorophenyl)-2-((5-chloropyridin-2-yl)methyl)-4-fluoro-3-hydroxyisoindolin-1-one C(C)(=O)N1CCC(CC1)C(C)(O)C1=CC(=C2C(N(C(C2=C1)=O)CC1=NC=C(C=C1)Cl)(O)C1=CC=C(C=C1)Cl)F